2-[2-(2-Prop-2-ynoxyethoxy)ethoxy]ethanol C(C#C)OCCOCCOCCO